C(C)(C)(C)OC(=O)N1C[C@@]2(CC1)OCCN1C2=CC(=N1)C=1C=NC(=C(C1)OC(F)(F)F)N.C1(=CC=CC=C1)C=1C(=C(C2=CC3=CC=CC=C3C=C2C1)[2H])C1=COC=2C1=CC=C1C2C=CC2=CC=CC=C21 phenyl(naphthobenzofuranyl)anthracene-d1 tert-butyl-(3'R)-2-[6-amino-5-(trifluoromethoxy)pyridin-3-yl]-6,7-dihydrospiro[pyrazolo[5,1-c][1,4]oxazine-4,3'-pyrrolidine]-1'-carboxylate